6-(3-fluoro-5-methyl-2-pyridyl)-8-methoxy-N-[(6-methylpyridazin-3-yl)methyl]quinazolin-4-amine FC=1C(=NC=C(C1)C)C=1C=C2C(=NC=NC2=C(C1)OC)NCC=1N=NC(=CC1)C